methyl 2-(3-methoxy-4-(5-phenylthiophene-2-carboxamido)-[1,1'-biphenyl]-2-yl)acetate COC=1C(=C(C=CC1NC(=O)C=1SC(=CC1)C1=CC=CC=C1)C1=CC=CC=C1)CC(=O)OC